(S)-2-(2-chlorophenyl)-2-(methylamino)cyclohexanone hydrochloride Cl.ClC1=C(C=CC=C1)[C@@]1(C(CCCC1)=O)NC